FC(S(=O)(=O)Br)(F)F trifluoromethanesulfonyl bromide